2-(((1r,4r)-4-(((3,4-difluorophenyl)(phenyl)carbamoyloxy)methyl)cyclohexyl)methoxy)acetic acid FC=1C=C(C=CC1F)N(C(=O)OCC1CCC(CC1)COCC(=O)O)C1=CC=CC=C1